(2S)-N-[(2S,3S)-2-[(3'-fluoro[1,1'-biphenyl]-3-yl)methyl]-1-(3-hydroxy-2,2-dimethylpropanoyl)pyrrolidin-3-yl]oxolane-2-carboxamide FC=1C=C(C=CC1)C1=CC(=CC=C1)C[C@@H]1N(CC[C@@H]1NC(=O)[C@H]1OCCC1)C(C(CO)(C)C)=O